ClC1=NC(=NC(=N1)Cl)N 2,4-dichloro-6-amino-s-triazine